N=1N(N=C2C1C=CC=C2)C2=CC(=CC=C2O)C(CC(C)(C)C)(C)C 6-(2H-benzotriazol-2-yl)4-(1,1,3,3-tetramethylbutyl)phenol